Cl.COC(NC=1N=C(C2=C(N1)C=NN2CC=2C=NC(=CC2OC)C2CCNCC2)N[C@H](CCO)CCC)=O (S)-(7-((1-hydroxyhex-3-yl)amino)-1-((4-methoxy-6-(piperidin-4-yl)pyridin-3-yl)methyl)-1H-pyrazolo[4,3-d]pyrimidin-5-yl)carbamic acid methyl ester HCl